CCC#CCC(CC#CCC)O undec-3,8-diyn-6-ol